FC1(CN(CCC1OC)C1=NC=CC(=N1)N)C 2-(3-fluoro-4-methoxy-3-methylpiperidin-1-yl)pyrimidine-4-amine